COCCN(C=1N=C(C2=C(N1)C(=NC(=N2)N(CCOC)CCOC)N2CCN(CC2)C=2OC(=NN2)C)N2CCC(CC2)OC)CCOC N2,N2,N6,N6-tetrakis(2-methoxyethyl)-4-(4-methoxypiperidin-1-yl)-8-(4-(5-methyl-1,3,4-oxadiazol-2-yl)piperazin-1-yl)pyrimido[5,4-d]pyrimidine-2,6-diamine